O=CC[C@H]1CN(CC1)C(=O)OC(C)(C)C tert-butyl (S)-3-(2-oxoethyl)pyrrolidine-1-carboxylate